[3-(1,3-benzothiazol-2-ylamino)-4-methyl-6,7-dihydro-5H-pyrido[2,3-C]pyridazin-8-yl]-5-[3-(4-ethynyl-2-fluoro-phenoxy)propyl]thiazole-4-carboxylic acid S1C(=NC2=C1C=CC=C2)NC2=C(C1=C(N=N2)N(CCC1)C=1SC(=C(N1)C(=O)O)CCCOC1=C(C=C(C=C1)C#C)F)C